CC1=NOC(=C1C1=CC(=C(C=C1)NC1CCC(CC1)(O)C)[N+](=O)[O-])C (1s,4s)-4-((4-(3,5-dimethylisoxazol-4-yl)-2-nitrophenyl)amino)-1-methylcyclohexan-1-ol